7-bromo-2-(4-chloro-2-fluorobenzyl)-2H-indazole BrC1=CC=CC2=CN(N=C12)CC1=C(C=C(C=C1)Cl)F